N-(5-chloro-6-(2H-1,2,3-triazol-2-yl)pyridin-3-yl)-2-(difluoromethyl)-8,8-dimethyl-7,8-dihydro-6H-cyclopenta[e]pyrazolo[1,5-a]pyrimidine-6-carboxamide ClC=1C=C(C=NC1N1N=CC=N1)NC(=O)C1CC(C2=C1C=NC=1N2N=C(C1)C(F)F)(C)C